OC(CCCCCCCCCCC(=O)O)CC=CCC=CCCCCCC 12-Hydroxytetracosa-14,17-dienoic acid